2-((1H-benzo[d][1,2,3]triazol-5-yl)methyl)-5-chloro-3-((4-chloro-1-methyl-1H-pyrazol-5-yl)methyl)isoindolin-1-one N1N=NC2=C1C=CC(=C2)CN2C(C1=CC=C(C=C1C2CC2=C(C=NN2C)Cl)Cl)=O